S1C=C(C=C1C(CC(=O)OC)=O)C1=CSC=C1 methyl 3-([3,3'-bithiophene]-5-yl)-3-oxopropanoate